FC1=C(C(=O)NC(NC=2N=NC=CC2)=O)C=CC(=C1)C(F)(F)F 2-Fluoro-N-(pyridazin-3-ylcarbamoyl)-4-(trifluoromethyl)benzamide